5-(2,4-Difluorophenyl)-N-((6-(piperazin-1-yl)pyridin-2-yl)methyl)-7H-pyrrolo[2,3-d]pyrimidin-4-amine FC1=C(C=CC(=C1)F)C1=CNC=2N=CN=C(C21)NCC2=NC(=CC=C2)N2CCNCC2